C1(=C(C(=CC(=C1)C)C)N1CN(C=C1)C1=C(C=C(C=C1C)C)C)C 1,3-bis-mesityl-imidazole